2-[2-Cyclopropyl-4-oxo-7-(propan-2-yl)-4H,5H-furo[2,3-d]pyridazin-5-yl]-N-{[1,2,4]triazolo[4,3-b]pyridazin-6-yl}acetamide C1(CC1)C1=CC2=C(C(=NN(C2=O)CC(=O)NC=2C=CC=3N(N2)C=NN3)C(C)C)O1